C(C1=CC=CC=C1)OC=1C(C(=CN2C1C(N1[C@H]([C@@H](C[C@H]([C@H]2C1)OC)F)C)=O)C(=O)NCC1=C(C=C(C=C1F)F)F)=O (3S,4R,6R,7R)-12-(benzyloxy)-4-fluoro-6-methoxy-3-methyl-1,11-dioxo-N-(2,4,6-trifluorobenzyl)-1,4,5,6,7,11-hexahydro-3H-2,7-methanopyrido[1,2-a][1,4]diazonine-10-carboxamide